CN1C=NC=C1CNC=1C=C(C(=O)OC)C=CC1[N+](=O)[O-] methyl 3-{[(1-methyl-1H-imidazol-5-yl)methyl]amino}-4-nitrobenzoate